C(C)(C)(C)OC(=O)N[C@H]1CN(C[C@@H]1OC1=NC=CC=C1)C1=NC=C(C=C1)Br ((3S,4S)-1-(5-Bromopyridin-2-yl)-4-(pyridin-2-yloxy)pyrrolidin-3-yl)aminocarboxylic acid tert-butyl ester